FC1=C(CN2C([C@@H](CC2)N2CCC(CC2)C2=CC=C(C=C2)NS(=O)(=O)C)=O)C=CC(=C1)C([2H])([2H])[2H] (R)-N-(4-(1-(1-(2-fluoro-4-(methyl-d3)benzyl)-2-oxopyrrolidin-3-yl)piperidin-4-yl)phenyl)methanesulfonamide